ClC1=NC=2N(C(=C1)NCC=1SC3=C(N1)C=C(C=C3)C(F)(F)F)N=CC2C(C)C 5-chloro-3-isopropyl-N-((5-(trifluoromethyl)benzo[d]thiazol-2-yl)methyl)pyrazolo[1,5-a]pyrimidin-7-amine